(3-amino-8-azabicyclo[3.2.1]octane-8-yl)(5-(5-fluoro-3-methylbenzo[d]isoxazol-6-yl)-4-(pyridin-4-yl)thiophen-2-yl)methanone hydrochloride Cl.NC1CC2CCC(C1)N2C(=O)C=2SC(=C(C2)C2=CC=NC=C2)C2=CC1=C(C(=NO1)C)C=C2F